C(CCCCCC(C)C)(=O)O.C(CCCCCC(C)C)(=O)O isononanoic acid isononanoate